C(C1CO1)OOCCC[Si](OC)(OC)C 3-glycidoxyoxypropyl-methyl-dimethoxysilane